pyrazolidinium dihydrochloride Cl.Cl.[NH2+]1NCCC1